3-chloro-5-((1-((2-(trimethylsilyl)ethoxy)methyl)-1H-pyrazol-4-yl)oxy)aniline ClC=1C=C(N)C=C(C1)OC=1C=NN(C1)COCC[Si](C)(C)C